CN([C@H]([C@H](C)NC1=NN2C(C3=CC=CC=C13)=NN=C2C)C2=CC=C(C(=O)N1CCC3(CCN(CC3)C3=CC=C(C=C3)C3C(NC(CC3)=O)=O)CC1)C=C2)C 3-(4-(9-(4-((1S,2S)-1-(dimethylamino)-2-((3-methyl-[1,2,4]triazolo[3,4-a]phthalazin-6-yl)amino)propyl)benzoyl)-3,9-diazaspiro[5.5]undecan-3-yl)phenyl)piperidine-2,6-dione